OC[C@H]1O[C@H]([C@H]([C@H]([C@H]1O)O)OC)OC (2R,3R,4S,5S,6R)-2-(hydroxymethyl)-5,6-dimethoxytetrahydro-2H-pyran-3,4-diol